methyl 3',6'-di(azetidin-1-yl)-3-oxo-2-(2-oxo-4-(trifluoromethyl)-2H-chromen-7-yl)spiro[isoindoline-1,9'-xanthene]-6-carboxylate N1(CCC1)C=1C=CC=2C3(C4=CC=C(C=C4OC2C1)N1CCC1)N(C(C1=CC=C(C=C13)C(=O)OC)=O)C1=CC=C3C(=CC(OC3=C1)=O)C(F)(F)F